N-(3-(2,6-dioxopiperidin-3-yl)-2-methylquinolin-7-yl)-2-(trifluoromethoxy)benzenesulfonamide O=C1NC(CCC1C=1C(=NC2=CC(=CC=C2C1)NS(=O)(=O)C1=C(C=CC=C1)OC(F)(F)F)C)=O